1-(3-bromobenzyl)-1H-indole BrC=1C=C(CN2C=CC3=CC=CC=C23)C=CC1